C(=O)C=1SC(=C(N1)C)C(=O)OC methyl 2-formyl-4-methylthiazole-5-carboxylate